CC=1SC=C(C1NC(=O)C1=CN=C(S1)NC1=NC(=NC(=C1)N1CCN(CC1)CCO)C)C N-(2,4-dimethylthiophen-3-yl)-2-((6-(4-(2-hydroxyethyl)piperazin-1-yl)-2-methylpyrimidin-4-yl)amino)thiazole-5-carboxamide